FC1=C(C=C(C(=C1)C)B1OC(C(O1)(C)C)(C)C)NC(=O)N1C2CC(CC1C2)C cis-N-(2-fluoro-4-methyl-5-(4,4,5,5-tetramethyl-1,3,2-dioxaborolan-2-yl)phenyl)-3-methyl-6-azabicyclo[3.1.1]heptane-6-carboxamide